tert-Butyl (2S)-4-((3,3-difluorocyclobutyl)amino)-2-phenylpiperidine-1-carboxylate FC1(CC(C1)NC1C[C@H](N(CC1)C(=O)OC(C)(C)C)C1=CC=CC=C1)F